STYRYLSULFONE C(=CC1=CC=CC=C1)S(=O)(=O)C=CC1=CC=CC=C1